N-(2,5-difluorophenyl)thiomorpholine-4-carboxamide FC1=C(C=C(C=C1)F)NC(=O)N1CCSCC1